CC=1N=C2N(N=C(C=C2C)C=2C=C3C=CN(C(C3=C(C2)OCC2=CC=C(C=C2)OC)=O)C2CCN(C3(CC3)C2)C(=O)OC(C)(C)C)C1 tert-butyl 7-(6-(2,8-dimethylimidazo[1,2-b]pyridazin-6-yl)-8-((4-methoxybenzyl)oxy)-1-oxoisoquinolin-2(1H)-yl)-4-azaspiro[2.5]octane-4-carboxylate